ClC=1C=CC(=C(C1)C1(CC(C1)NC(=O)C=1N=NN(C1)[C@@H](C)C=1C=NC(=C(C1C)C)N1C([C@@H]2C[C@@H]2C1)=O)C)C#N N-((cis)-3-(5-chloro-2-cyanophenyl)-3-methylcyclobutyl)-1-((S)-1-(4,5-dimethyl-6-((1R,5S)-2-oxo-3-azabicyclo[3.1.0]hexan-3-yl)pyridin-3-yl)ethyl)-1H-1,2,3-triazole-4-carboxamide